(Z)-1-(2-Hydroxy-4,6-dimethoxyphenyl)-3-(4-methoxyphenyl)prop-2-en-1-one OC1=C(C(=CC(=C1)OC)OC)C(\C=C/C1=CC=C(C=C1)OC)=O